N-(4b-hydroxy-7-isopropyl-10-oxo-4b,10-dihydro-9bH-indeno[1,2-b]benzofuran-9b-yl)-2-oxo-2-(3,4,5-trimethoxyphenyl)acetamide OC12OC3=C(C1(C(C1=CC=CC=C12)=O)NC(C(C1=CC(=C(C(=C1)OC)OC)OC)=O)=O)C=CC(=C3)C(C)C